[Si](C)(C)(C(C)(C)C)OCNC(N)=O 3-(((tert-butyldimethylsilyl)oxy)methyl)urea